[Si](C)(C)(C(C)(C)C)O[C@H]1C[C@@H](N(C1=C)C(=O)OC(C)(C)C)C(=O)OC 1-(tert-butyl) 2-methyl (2R,4S)-4-((tert-butyldimethylsilyl)oxy)-5-methylenepyrrolidine-1,2-dicarboxylate